(3-methoxy-4-(4-methyl-1H-imidazol-1-yl)phenyl)(4'-methyl-[1,1'-biphenyl]-2-yl)methanone COC=1C=C(C=CC1N1C=NC(=C1)C)C(=O)C1=C(C=CC=C1)C1=CC=C(C=C1)C